((2R,3S,4R,5R)-5-(4-((S)-2-amino-3-methylbutanamido)pyrrolo[2,1-f][1,2,4]triazin-7-yl)-5-cyano-3,4-dihydroxytetrahydrofuran-2-yl)methyl 2-cyclohexylacetate C1(CCCCC1)CC(=O)OC[C@H]1O[C@@]([C@@H]([C@@H]1O)O)(C#N)C1=CC=C2C(=NC=NN21)NC([C@H](C(C)C)N)=O